ethyl (2S)-2-[[(2S)-3-[5-[bis(2-hydroxyethyl)amino]-1-methyl-benzimidazol-2-yl]-2-(tert-butoxycarbonylamino)propanoyl]amino]-3-methyl-butanoate OCCN(C1=CC2=C(N(C(=N2)C[C@@H](C(=O)N[C@H](C(=O)OCC)C(C)C)NC(=O)OC(C)(C)C)C)C=C1)CCO